L-(+)-ascorbic acid sodium [Na].O=C1C(O)=C(O)[C@H](O1)[C@@H](O)CO